ClC1=CC(=C(C(=O)[O-])C=C1Cl)F 4,5-dichloro-2-fluorobenzoate